divinyl-dimethyloxysilane C(=C)[Si](OC)(OC)C=C